C[C@H]1N(CCN(C1)C=1C=CC=2N=CN=C(C2N1)NC1=C(C=C(C(=C1)C)OC1=CC2=C(N(N=N2)C)C=C1)OC(F)(F)F)C(C=C)=O (R)-1-(2-methyl-4-(4-((5-methyl-4-((1-methyl-1H-benzo[d][1,2,3]triazol-5-yl)oxy)-2-(trifluoromethoxy)phenyl)amino)pyrido[3,2-d]pyrimidin-6-yl)piperazin-1-yl)prop-2-en-1-one